(R)-3-(4-(1-(5-(1-(((R)-1-(3-(difluoromethyl)-2-methylphenyl)ethyl)amino)-4-methylpyrido[3,4-d]pyridazin-7-yl)-2-fluorobenzyl)piperidin-4-yl)phenyl)-3-methylpiperidine-2,6-dione FC(C=1C(=C(C=CC1)[C@@H](C)NC1=C2C(=C(N=N1)C)C=NC(=C2)C=2C=CC(=C(CN1CCC(CC1)C1=CC=C(C=C1)[C@@]1(C(NC(CC1)=O)=O)C)C2)F)C)F